(S)-N-(cyanomethyl)-N-(2-hydroxy-1-phenylethyl)nitrous acid amide C(#N)CN(N=O)[C@H](CO)C1=CC=CC=C1